N-{[4-({4-[3-(dimethylamino)propoxy]benzyl}amino)-3-nitrophenyl]sulfonyl}-2-(1H-pyrrolo[2,3-b]pyridin-5-yloxy)benzamide CN(CCCOC1=CC=C(CNC2=C(C=C(C=C2)S(=O)(=O)NC(C2=C(C=CC=C2)OC=2C=C3C(=NC2)NC=C3)=O)[N+](=O)[O-])C=C1)C